ClC1=C(C(=CC(=C1)F)Cl)C1=C2C=CC=NC2=C(C=C1)C[C@@H]1N=C([C@H](N=C1OC)C(C)C)OC 5-(2,6-dichloro-4-fluorophenyl)-8-(((2S,5R)-5-isopropyl-3,6-dimethoxy-2,5-dihydropyrazin-2-yl)methyl)quinoline